(3S)-5-chloro-7-[(2-fluoro-3-{5-fluoro-2-[(1-methylpiperidin-4-yl)amino]quinazolin-6-yl}phenyl)sulfamoyl]-2,3-dihydro-1-benzofuran-3-yl acetate C(C)(=O)O[C@@H]1COC2=C1C=C(C=C2S(NC2=C(C(=CC=C2)C=2C(=C1C=NC(=NC1=CC2)NC2CCN(CC2)C)F)F)(=O)=O)Cl